tert-butyl ({(3S)-1-[3-(benzenesulfonyl)-6-[(2-bromo-1,3-thiazole-4-carbonyl)amino]-2-(trifluoromethyl) phenyl]piperidin-3-yl}methyl)carbamate C1(=CC=CC=C1)S(=O)(=O)C=1C(=C(C(=CC1)NC(=O)C=1N=C(SC1)Br)N1C[C@@H](CCC1)CNC(OC(C)(C)C)=O)C(F)(F)F